1,5-dibromo-3-(2-bromoethyl)pentane BrCCC(CCBr)CCBr